N-[2,6-difluoro-3-(5-pyridin-4-yl-1H-pyrazolo[3,4-b]pyridine-3-carbonyl)phenyl]methanesulfonamide hydrochloride Cl.FC1=C(C(=CC=C1C(=O)C1=NNC2=NC=C(C=C21)C2=CC=NC=C2)F)NS(=O)(=O)C